CCCCCCCCOCC 9-oxaundecane